ClC1=C(C=C(C(=C1)NC1=NC=C(C(=N1)C1=CN(C2=CC=CC=C12)SCC)Cl)OC)N1CCC(CC1)CO (1-(2-chloro-4-((5-chloro-4-(1-(ethylsulfanyl)-1H-indol-3-yl)pyrimidin-2-yl)amino)-5-methoxyphenyl)piperidin-4-yl)methanol